C(C)(=O)NC1=CC=C(C=N1)NC(=O)[C@@H]1CC12CCN(CC2)C(=O)OC(C(F)(F)F)C(F)(F)F 1,1,1,3,3,3-hexafluoropropan-2-yl (R)-1-((6-acetamidopyridin-3-yl)carbamoyl)-6-azaspiro[2.5]octane-6-carboxylate